2,2,2-Trifluoroethyl 2-oxo-2-[rac-(5S)-2-(3-fluorophenyl)-5-methyl-1-piperidyl]acetate 2,2,2-Trifluoroethyl-2-chloro-2-oxo-acetate FC(COC(C(=O)Cl)=O)(F)F.O=C(C(=O)OCC(F)(F)F)N1C(CC[C@@H](C1)C)C1=CC(=CC=C1)F |r|